(R)-(Tetrahydro-2H-pyran-2-yl)methyl (7-fluoro-6-(8-methyl-2,3-dihydro-1H-pyrido[2,3-b][1,4]oxazin-7-yl)isoquinolin-3-yl)carbamate FC1=C(C=C2C=C(N=CC2=C1)NC(OC[C@@H]1OCCCC1)=O)C1=C(C2=C(OCCN2)N=C1)C